3-aminopropylaminomethyl-silane NCCCNC[SiH3]